The molecule is a monohydroxybenzoate that is the conjugate base of 3-bromo-4-hydroxybenzoic acid, obtained by deprotonation of the carboxy group; major species at pH 7.3. It derives from a benzoate. It is a conjugate base of a 3-bromo-4-hydroxybenzoic acid. C1=CC(=C(C=C1C(=O)O)Br)[O-]